OC12CC3(CC(CC(C1)C3)C2)CCC=CS(=O)(=O)C2(CCCCC2)C=O (3-hydroxy-1-adamantyl)butenesulfonylcyclohexanecarbaldehyde